chloro-5-(5-(2-methoxyethyl)-4H-1,2,4-triazol-3-yl)-2-methylbenzoic acid ClC=1C(=C(C(=O)O)C=C(C1)C1=NN=C(N1)CCOC)C